C(C)(C)(C)OC(NC1CCC(CC1)CC1OCCCO1)=O (4-((1,3-Dioxacyclohexan-2-yl)methyl)cyclohexyl)carbamic acid tert-butyl ester